ClC=1N=C(SC1C=1C(=NN2C1N=C(C=C2C(CC)CC)C)C)N2CCOCC2 3-(4-chloro-2-(morpholin-4-yl)thiazol-5-yl)-7-(1-ethylpropyl)-2,5-dimethylpyrazolo(1,5-a)pyrimidine